N-(3-bromo-2,4-difluorophenyl)-6-chloro-1-oxo-2,3-dihydro-1H-indene-4-sulfonamide BrC=1C(=C(C=CC1F)NS(=O)(=O)C=1C=2CCC(C2C=C(C1)Cl)=O)F